6-({[(trans)-5-(4-methoxyphenyl)azepan-4-yl]methyl}amino)-2,3-dihydro-1H-isoindol-1-one COC1=CC=C(C=C1)[C@H]1[C@@H](CCNCC1)CNC1=CC=C2CNC(C2=C1)=O